COC1CCC(CC1)NC1=NC=C(C(=N1)NC1CC(C1)C)C(=O)N 2-((1r,4r)-4-methoxycyclohexylamino)-4-((1s,3s)-3-methylcyclobutylamino)pyrimidine-5-carboxamide